N=C(CCCSCCC(=O)OCCCCCCCCCCCCCC)NCCCCCCCCCCCCCCCCCC tetradecyl 3-((4-imino-4-(octadecylamino)butyl)thio)propanoate